Aminotrioxyindene NOOOC1C=CC2=CC=CC=C12